OC=1C=C(C2=C(C=CC=C2C1)F)B(O)O 3-hydroxy-8-fluoronaphthalene-1-boronic acid